Vanillic acid, sodium salt [Na+].C(C1=CC(OC)=C(O)C=C1)(=O)[O-]